C1(=CC=CC=C1)NC(OCCS(=O)(=O)C1=C(C(=C(C(=C1F)F)S(N)(=O)=O)F)F)=O 2-((2,3,5,6-tetrafluoro-4-sulfamoylphenyl)sulfonyl)ethyl phenylcarbamate